ClC=1C=C(C=C(C1)C1=NN=CN1C1OCCCC1)N1N=CC=2C1=NC=C(C2)S(=O)(=O)C2CCCC2 1-[3-chloro-5-(4-tetrahydropyran-2-yl-1,2,4-triazol-3-yl)phenyl]-5-cyclopentylsulfonyl-pyrazolo[3,4-b]pyridine